O=C(NCC)CNCCCCCNC(CNC(CCCCCCC(=O)[O-])=O)=O 4,13,16-trioxo-3,6,12,15-tetraazatricosan-23-oate